9-bromo-1-(4-fluorophenyl)-8-methoxy-5,6-dihydroimidazo[5,1-a]isoquinoline BrC1=C(C=C2CCN3C(C2=C1)=C(N=C3)C3=CC=C(C=C3)F)OC